N(N)C1=C2N=CN(C2=NC(=N1)N1CCOCC1)C1=NC=CC(=C1)C 4-(6-Hydrazinyl-9-(4-methylpyridin-2-yl)-9H-purin-2-yl)morpholine